C(C)N1C[C@@H](CCC1)NC=1OC=2C(=NC(=CC2N2CC(C2)O)C2=C(C=C(C=C2C)C(F)(F)F)O)N1 1-[2-[[(3R)-1-Ethyl-3-piperidyl]amino]-5-[2-hydroxy-6-methyl-4-(trifluoromethyl)phenyl]-oxazolo[4,5-b]pyridin-7-yl]azetidin-3-ol